C(C)(C)(C)OC(=O)N1CC2=CC=CC=C2C[C@H]1[C@@H](CN1C(C2=CC=C(C=C2C2(C1)CC(C2)(F)F)C(=O)O)=O)O 2'-((R)-2-((S)-2-(tert-butoxycarbonyl)-1,2,3,4-tetrahydroisoquinolin-3-yl)-2-hydroxyethyl)-3,3-difluoro-1'-oxo-2',3'-dihydro-1'H-spiro[cyclobutane-1,4'-isoquinoline]-6'-carboxylic acid